C(#N)C=1C=C(C=CC1)C#CC1=NC=C2N1CCN(C2)C(=O)OC(C)(C)C tert-Butyl 3-[(3-cyanophenyl)ethynyl]-5,6-dihydroimidazo[1,5-a]pyrazine-7(8H)-carboxylate